C(C1=CC=CC=C1)[C@](C(=O)O)(CC(F)(F)F)C (S)-2-benzyl-4,4,4-trifluoro-2-methyl-butyric acid